8-(4-chlorophenyl)-2-(ethylthio)-7-methoxy-1,6-naphthyridine ClC1=CC=C(C=C1)C=1C(=NC=C2C=CC(=NC12)SCC)OC